BrC=1C(=C(NC1C(F)(F)F)C1=CC=C(C=C1)Cl)C#N 4-Bromo-2-(4-chlorophenyl)-5-(trifluoromethyl)-1H-pyrrole-3-carbonitrile